1-(2-((2-((3-chloro-2-fluorobenzyl)amino)-2-oxoethyl)((1R,2R)-2-hydroxycyclopentyl)amino)-2-oxoethyl)-1H-indazole-3-carboxamide ClC=1C(=C(CNC(CN(C(CN2N=C(C3=CC=CC=C23)C(=O)N)=O)[C@H]2[C@@H](CCC2)O)=O)C=CC1)F